NC1=C(C=CC=C1)NC(C1=CC=C(C=C1)CN1N=NC(=C1)CN[C@H]1[C@@H](C1)C1=CC=CC=C1)=O N-(2-aminophenyl)-4-((4-((((1R,2S)-2-phenylcyclopropyl)amino)methyl)-1H-1,2,3-triazol-1-yl)methyl)benzamide